9H-Fluoren-2,7-dicarbonitril C1=C(C=CC=2C3=CC=C(C=C3CC12)C#N)C#N